methyl 5-(5,6-dihydroxy-3a,4,5,6,7,7a-hexahydro-4,7-methanobenzo[d]isoxazol-3-yl)-2-methoxybenzoate OC1C(C2C3C(C(=NO3)C=3C=CC(=C(C(=O)OC)C3)OC)C1C2)O